N(=[N+]=[N-])CCCCN1C(C2=CC=CC=C2C1=O)=O 2-(4-azidobutyl)isoindoline-1,3-dione